1-((3-(1-chloro-8-cyanoindolizin-5-yl)pyridin-4-yl)thio)cyclobutane-1-carboxylic acid ClC=1C=CN2C(=CC=C(C12)C#N)C=1C=NC=CC1SC1(CCC1)C(=O)O